FC1(CC(CCC1)C(=O)O)F 3,3-Difluorocyclohexane-1-carboxylic acid